1,4-phenylene-bis-(2-oxazoline) C1(=CC=C(C=C1)C=1OCCN1)C=1OCCN1